ClC1=C(C=CC=C1)CC(=O)NC1=CC(=C(C=C1)N1N=CC(=C1)NCC(F)(F)F)S(N)(=O)=O 2-(2-chlorophenyl)-N-(3-sulfamoyl-4-{4-[(2,2,2-trifluoroethyl)amino]-1H-pyrazol-1-yl}phenyl)acetamide